C1(CC1)CNCC1=CC=2N(C(=C1)C1=CC=C(C#N)C=C1)N=CN2 4-(7-{[(cyclopropylmethyl)amino]methyl}-[1,2,4]triazolo[1,5-a]pyridin-5-yl)benzonitrile